CC1(C(C(=CC2(CN(C2)C(=O)C2=NC(=NC=C2)C)C1)C#N)=O)C 8,8-dimethyl-2-(2-methylpyrimidine-4-carbonyl)-7-oxo-2-azaspiro[3.5]non-5-ene-6-carbonitrile